C(C)N1N(C2=CC(=CC=C2C1=O)NC1=NC=C(C(=N1)N[C@H](CO)C1=CC=CC=C1)C1=NC(=NO1)C1=CC=NC=C1)C(C)C (S)-2-ethyl-6-((4-((2-hydroxy-1-phenylethyl)amino)-5-(3-(pyridin-4-yl)-1,2,4-oxadiazol-5-yl)pyrimidin-2-yl)amino)-1-isopropyl-1,2-dihydro-3H-indazol-3-one